butyl 2'-(3-fluoropyridin-4-yl)-3'-iodo-4'-oxo-5',6'-dihydro-1'H-spiro[piperidine-4,7'-pyrrolo[3,2-c]pyridine]-1-carboxylate FC=1C=NC=CC1C1=C(C=2C(NCC3(C2N1)CCN(CC3)C(=O)OCCCC)=O)I